{[3-cyano-4-(2,6-dichloro-8-fluoro-4-hydroxyquinazolin-7-yl)thieno[2,3-c]pyridin-2-yl]amino}methane C(#N)C1=C(SC2=CN=CC(=C21)C2=C(C=C1C(=NC(=NC1=C2F)Cl)O)Cl)NC